3-oxo-3-(3,5-bis(trifluoromethyl)phenyl)-propanal O=C(CC=O)C1=CC(=CC(=C1)C(F)(F)F)C(F)(F)F